4-Hydroxy-2-(trifluoromethyl)quinoline-8-carbonitrile OC1=CC(=NC2=C(C=CC=C12)C#N)C(F)(F)F